2-(2-isobutyl-7H-pyrrolo[2,3-d]pyrimidin-5-yl)thieno[3,2-c]pyridine C(C(C)C)C=1N=CC2=C(N1)NC=C2C2=CC=1C=NC=CC1S2